5,6-dichlorobenzoxazolinone C1=C2C(=CC(=C1Cl)Cl)OC(=O)N2